FC(C(=O)O)(F)F.C[C@H]1N(CCOC1)C1=C2C(=C3C(=N1)N(N=C3)C3=NNC=C3)N(C=C2)S(=O)(=O)C (R)-3-methyl-4-(1-(methylsulfonyl)-6-(1H-pyrazol-3-yl)-1,6-dihydropyrazolo[3,4-b]pyrrolo[2,3-d]pyridin-4-yl)morpholine trifluoroacetate